perfluorophenyl 2-(4-(prop-2-yn-1-yloxy)phenyl)acetate C(C#C)OC1=CC=C(C=C1)CC(=O)OC1=C(C(=C(C(=C1F)F)F)F)F